{2-Chloro-4-[(5-chloro-thiophen-2-ylmethyl)-(methyl)amino]-phenyl}-carbamic acid 2-benzyloxyethyl ester C(C1=CC=CC=C1)OCCOC(NC1=C(C=C(C=C1)N(C)CC=1SC(=CC1)Cl)Cl)=O